acryloyloxyaminopentylcarboxylic acid C(C=C)(=O)ONCCCCCC(=O)O